N-(4-fluoro-1H-indol-3-yl)-4-phenylpiperazine-1-carboxamide FC1=C2C(=CNC2=CC=C1)NC(=O)N1CCN(CC1)C1=CC=CC=C1